[4-(2-chlorophenyl)thiazol-2-yl]-4-(4-methylpiperazin-1-yl)benzamide ClC1=C(C=CC=C1)C=1N=C(SC1)C1=C(C(=O)N)C=CC(=C1)N1CCN(CC1)C